OC[C@@H](C1=CC=C(C=C1)C1=C(N=CS1)C)NC(OC(C)(C)C)=O tert-Butyl {(1R)-2-hydroxy-1-[4-(4-methyl-1,3-thiazol-5-yl)phenyl]ethyl}carbamate